4-nitro-2-phenyl-2H-1,2,3-triazole [N+](=O)([O-])C1=NN(N=C1)C1=CC=CC=C1